4-((((6-methoxypyridin-3-yl)sulfonyl)-L-alanyl)oxy)phenyl ((6-methoxypyridin-3-yl)sulfonyl)-L-alaninate COC1=CC=C(C=N1)S(=O)(=O)N[C@@H](C)C(=O)OC1=CC=C(C=C1)OC([C@@H](NS(=O)(=O)C=1C=NC(=CC1)OC)C)=O